tricosane-6,9-diene CCCCCC=CCC=CCCCCCCCCCCCCC